4-(2-(4-fluoro-2,6-dimethylphenoxy)-5-(2-hydroxypropan-2-yl)phenyl)-6-methyl-7-oxo-6,7-dihydro-1H-pyrrolo[2,3-c]pyridine-2-carboxylic acid FC1=CC(=C(OC2=C(C=C(C=C2)C(C)(C)O)C=2C3=C(C(N(C2)C)=O)NC(=C3)C(=O)O)C(=C1)C)C